C(C)N1C(=NC=2C1=NC(=CC2)C=2C=CN1N=C(N=CC12)NC1CC(C1)N)C N1-(5-(3-ethyl-2-methyl-3H-imidazo[4,5-b]pyridin-5-yl)pyrrolo[2,1-f][1,2,4]triazin-2-yl)cyclobutane-1,3-diamine